Sodium Sodium Potassium Chloride Phosphate Phosphate P(=O)([O-])([O-])O.P(=O)(O)(O)O.[Cl-].[K+].[Na+].[Na+]